(Z)-1-(((1r,4r)-4-aminocyclohexyl)methyl)-3-((3,5-dimethyl-1H-pyrrol-2-yl)methylene)-2-oxo-N-(prop-2-yn-1-yl)indole-6-carboxamide NC1CCC(CC1)CN1C(\C(\C2=CC=C(C=C12)C(=O)NCC#C)=C/C=1NC(=CC1C)C)=O